Cl.N[C@@H]1C[C@H](CCC1)NC=1N=CC2=C(N1)N(C(C(=C2)C2=CC(=C(C=C2)NS(=O)(=O)CCC(F)(F)F)F)=O)C(C)C N-(4-(2-(((1S,3S)-3-Aminocyclohexyl)amino)-8-isopropyl-7-oxo-7,8-dihydropyrido[2,3-d]pyrimidin-6-yl)-2-fluorophenyl)-3,3,3-trifluoropropane-1-sulfonamide hydrochloride